C(C)(=O)C1=NN(C=C1)CC(=O)OC(C)(C)C tert-Butyl 2-(3-acetyl-1H-pyrazol-1-yl)acetate